[N-](S(=O)(=O)C(F)(F)F)S(=O)(=O)C(F)(F)F.O(C(=O)C)N1C=[N+](C=C1)C 1-acetoxyl-3-methylimidazolium bis(trifluoromethanesulfonyl)imide salt